Cl.COC([C@@H]([C@@H]1NCCCC1)C1=CC=CC=C1)=O (R)-2-phenyl-2-((R)-piperidin-2-yl)acetic acid methyl ester hydrochloride